FC(C(=O)O)(F)F.CN(CC(=O)OCC([C@H](C[C@H]1C(NCC1)=O)NC([C@@H](NC(=O)C=1NC2=CC=CC(=C2C1)OC)CC(C)C)=O)=O)C (3S)-3-({N-[(4-methoxy-1H-indol-2-yl)carbonyl]-L-leucyl}amino)-2-oxo-4-[(3S)-2-oxopyrrolidin-3-yl]butyl N,N-dimethylglycinate, trifluoroacetate salt